C(#N)C=1C=CC(=C2C=CC=NC12)N1C[C@@H](O[C@@H](C1)C)C(=O)N[C@@H](CC1CCCCC1)CO (2R,6R)-4-(8-cyanoquinolin-5-yl)-N-((S)-1-cyclohexyl-3-hydroxypropan-2-yl)-6-methylmorpholine-2-carboxamide